N-methylimidazolium bis(trifluoromethanesulfonyl)imide salt [N-](S(=O)(=O)C(F)(F)F)S(=O)(=O)C(F)(F)F.CN1C=[NH+]C=C1